COC1(CC(C1)C(=O)O)C (1s,3s)-3-methoxy-3-methylcyclobutane-1-carboxylic acid